5-nitro-1H-benzo[d]imidazol-2(3H)-one [N+](=O)([O-])C1=CC2=C(NC(N2)=O)C=C1